5-(1-(1-(cyclopropylamino)-1-oxopropan-2-yl)piperidin-4-yl)-N-methyl-7-(trifluoromethyl)thieno[3,2-b]pyridine-3-carboxamide C1(CC1)NC(C(C)N1CCC(CC1)C1=CC(=C2C(=N1)C(=CS2)C(=O)NC)C(F)(F)F)=O